2-Chloro-N-((1-((3-fluorobenzyl)sulfonyl)piperidin-4-yl)methyl)acetamide ClCC(=O)NCC1CCN(CC1)S(=O)(=O)CC1=CC(=CC=C1)F